2-(3,4-dimethoxyphenyl)-5-(1-(1-isobutylazepan-4-yl)piperidin-4-yl)-3-methyl-1H-indole COC=1C=C(C=CC1OC)C=1NC2=CC=C(C=C2C1C)C1CCN(CC1)C1CCN(CCC1)CC(C)C